OC(=O)C(F)(F)F.N1CC2(CC1)OCC1=C(NC2=O)C=CC=C1 1,5-dihydro-2H-spiro[benzo[e][1,4]oxazepine-3,3'-pyrrolidin]-2-one TFA salt